C(C)(=O)C(C(=O)O)OCCOCCN acetyl-{(amino-ethoxy)-ethoxy}-acetic acid